NC=1C(=NC=C(C1)C1=CC(=CC=C1)C(C)(F)F)C(=O)N1CCC(CC1)OC1CCN(CC1)CC(=O)N1CCN(CC1)C(=O)C=1C=C(C=CC1F)CC1=NNC(C2=CC=CC=C12)=O 4-[[3-[4-[2-[4-[[1-[3-amino-5-[3-(1,1-difluoroethyl)phenyl]pyridine-2-carbonyl]-4-piperidyl]oxy]-1-piperidyl]acetyl]piperazine-1-carbonyl]-4-fluoro-phenyl]methyl]-2H-phthalazin-1-one